The molecule is a 1-acyl-sn-glycerol 3-phosphate(2-) obtained by deprotonation of the phosphate OH groups of 1-stearoyl-sn-glycero-3-phosphate. It is a conjugate base of a 1-stearoyl-sn-glycero-3-phosphate. CCCCCCCCCCCCCCCCCC(=O)OC[C@H](COP(=O)([O-])[O-])O